OCC1CCN(CC1)C(=O)[O-] 4-(hydroxymethyl)piperidine-1-carboxylate